1,4-bis(2-methylstyreneyl)benzene CC1=C(C=CC2=CC=C(C=C2)C=CC2=C(C=CC=C2)C)C=CC=C1